OCCCNC(OCC[Si](C)(C)C)=O 2-(trimethylsilyl)ethyl (3-hydroxypropyl)carbamate